COC1=CC(=CN=N1)CNCC[C@]1(CCOC2(CCCC2)C1)C1=NC=CC=C1 [(6-methoxypyridazin-4-yl)methyl]({2-[(9R)-9-(pyridin-2-yl)-6-oxaspiro[4.5]decan-9-yl]ethyl})amine